BrC1=NN2C(N=C(N=C2N2CCOCC2)N2N=C(C=C2)C=2C=C(C=CC2)C)=C1 4-(7-bromo-2-(3-(m-tolyl)-1H-pyrazol-1-yl)pyrazolo[1,5-a][1,3,5]triazin-4-yl)morpholine